4-{[(1R,3R,4R)-3-hydroxy-4-methylcyclohexyl]amino}-2-{[2-(2H3)methyl(2H6)propan-2-Yl]amino}pyrimidine-5-carboxamide O[C@@H]1C[C@@H](CC[C@H]1C)NC1=NC(=NC=C1C(=O)N)NC(C([2H])([2H])[2H])(C([2H])([2H])[2H])C([2H])([2H])[2H]